tert-Butyl (3S,4S)-4-((4-(3-(2,6-dioxopiperidin-3-yl)-1-methyl-1H-indazol-7-yl)piperazin-1-yl)methyl)-3-methylpiperidine-1-carboxylate O=C1NC(CCC1C1=NN(C2=C(C=CC=C12)N1CCN(CC1)C[C@@H]1[C@@H](CN(CC1)C(=O)OC(C)(C)C)C)C)=O